CC=1C(CC(CC1)C(=C)C)O 2-methyl-5-prop-1-en-2-ylcyclohex-2-en-1-ol